6-((3,3-difluorocyclobutyl)methoxy)quinoline-4-carboxylic acid FC1(CC(C1)COC=1C=C2C(=CC=NC2=CC1)C(=O)O)F